3-chloro-N-[1-[3-(1-methyl-6-oxo-pyridazin-3-yl)pyrazin-2-yl]ethyl]-5-(trifluoromethylsulfonyl)benzamide ClC=1C=C(C(=O)NC(C)C2=NC=CN=C2C2=NN(C(C=C2)=O)C)C=C(C1)S(=O)(=O)C(F)(F)F